NC=1C=C(C=C(C1)Br)NS(=O)(=O)CCC(=O)OC methyl 3-[(3-amino-5-bromo-phenyl)sulfamoyl]propanoate